C1(=CC=C(C=C1)N1N=CC(=C1)CC(=O)NC=1SC(=CN1)C(F)(F)F)C 2-(1-(p-tolyl)-1H-pyrazol-4-yl)-N-(5-(trifluoromethyl)thiazol-2-yl)acetamide